C1OC=CC=2C1=CN1C=CC=C1C2 pyrano[3,4-f]indolizine